NC1=C(C(=O)NC2CC3(COC3)C2)C=C(C=N1)C1=CC=C(C=C1)CN1CCOCC1 2-Amino-5-(4-(morpholinomethyl)phenyl)-N-(2-oxaspiro[3.3]heptan-6-yl)nicotinamide